tert-butyl 3-(2,3-diaminopyridin-4-yl)-3,8-diazabicyclo[3.2.1]octane-8-carboxylate NC1=NC=CC(=C1N)N1CC2CCC(C1)N2C(=O)OC(C)(C)C